(R)-4-amino-N-cyclopropyl-N-(6-(trifluoromethyl)-2,3-dihydrobenzofuran-3-yl)imidazo[1,5-a]quinoxaline-8-carboxamide NC=1C=2N(C3=CC(=CC=C3N1)C(=O)N([C@H]1COC3=C1C=CC(=C3)C(F)(F)F)C3CC3)C=NC2